sulfoeugenol S(=O)(=O)(O)C1=C(C(=CC(=C1)CC=C)OC)O